O=C1N(/C(/SC1=CC=1C=NC2=CC=CC=C2C1)=N/C1=CC=C(C=C1)S(=O)(=O)N)C1=CC=CC=C1 4-(((2Z)-4-oxo-3-phenyl-5-(quinoline-3-ylmethylene)thiazolidin-2-ylidene)amino)benzenesulphonamide